The molecule is a 3-hydroxy fatty acyl-CoA that results from the formal condensation of the thiol group of coenzyme A with the carboxy group of (3S)-3-hydroxyoleic acid. It is a long-chain (3S)-hydroxy fatty acyl-CoA and a monounsaturated fatty acyl-CoA. It is a conjugate acid of a (3S)-3-hydroxyoleoyl-CoA(4-). CCCCCCCC/C=C\\CCCCC[C@@H](CC(=O)SCCNC(=O)CCNC(=O)[C@@H](C(C)(C)COP(=O)(O)OP(=O)(O)OC[C@@H]1[C@H]([C@H]([C@@H](O1)N2C=NC3=C(N=CN=C32)N)O)OP(=O)(O)O)O)O